3-(3-ethylureido)propyltrimethoxysilane C(C)NC(NCCC[Si](OC)(OC)OC)=O